CC1=C(NCCC2=NC=CC=C2)C=CC=C1 (2-methylanilinoethyl)pyridine